((3aS,4R,6S,6aS)-6-(4-aminopyrrolo[2,1-f][1,2,4]triazin-7-yl)-4-cyano-2,2-dimethyltetrahydrofuro[3,4-d][1,3]dioxol-4-yl)methyl pentan-3-yl carbonate C(OC[C@]1(O[C@H]([C@@H]2OC(O[C@@H]21)(C)C)C2=CC=C1C(=NC=NN12)N)C#N)(OC(CC)CC)=O